5-hexylthio-1,3,4-thiadiazolin-2-thione C(CCCCC)SC1N=NC(S1)=S